1-(4-dimethylaminopiperidin-1-yl)ethanone CN(C1CCN(CC1)C(C)=O)C